4-methyl-4-(piperazin-1-yl)pent-2-enenitrile CC(C=CC#N)(C)N1CCNCC1